4-bromo-3H-indol-2-one BrC1=C2CC(NC2=CC=C1)=O